C(C#C)OC(C(=O)OCC=1C=NC(=C(C1COC(C(C)OCC#C)=O)OC(CCC\C=C/C[C@@H]1[C@H]([C@@H](C[C@@H]1O)O)CC[C@H](CCC1=CC=CC=C1)O)=O)C)C (5-(((Z)-7-((1R,2R,3R,5S)-3,5-Dihydroxy-2-((R)-3-hydroxy-5-phenylpentyl)cyclopentyl)hept-5-enoyl)oxy)-6-methylpyridine-3,4-diyl)bis(methylene) bis(2-(prop-2-yn-1-yloxy)propanoate)